N-(2-fluorobenzyl)hydroxylamine FC1=C(CNO)C=CC=C1